O[C@H](COC=1C=C(C=CC1)S(=O)(=O)NC)CNC1COC2(C1)CCN(CC2)S(=O)(=O)C=2C(=NC=C(C2)OC)C 3-((2S)-2-hydroxy-3-(8-(5-methoxy-2-methylpyridin-3-ylsulfonyl)-1-oxa-8-azaspiro[4.5]decan-3-ylamino)propoxy)-N-methylbenzenesulfonamide